BrC=1C=C2C(=NC1)NN=C2C2=CC=C(C=C2)[N+](=O)[O-] 5-Bromo-3-(4-nitrophenyl)-1H-pyrazolo[3,4-b]pyridine